3,4-dimethyl-2-nitrophenol CC=1C(=C(C=CC1C)O)[N+](=O)[O-]